ClC=1C=C(C=CC1F)NC(N(CCCO)[C@H](C)C1=CNC(C2=CC(=C(C=C12)F)F)=O)=O |r| racemic-3-(3-chloro-4-fluorophenyl)-1-(1-(6,7-difluoro-1-oxo-1,2-dihydroisoquinolin-4-yl)ethyl)-1-(3-hydroxypropyl)urea